(R)-3,3-difluorocyclopentane-1-carbaldehyde FC1(C[C@@H](CC1)C=O)F